methyl 2-((4-(7-(((2S,5R)-5-aminotetrahydro-2H-pyran-2-yl) methyl)-2,7-diazaspiro[3.5]non-2-yl) pyrimidin-5-yl) oxy)-5-fluorobenzoate hydrochloride Cl.N[C@@H]1CC[C@H](OC1)CN1CCC2(CN(C2)C2=NC=NC=C2OC2=C(C(=O)OC)C=C(C=C2)F)CC1